N-(3-bromophenyl)-1H-indole-3-carboxamide BrC=1C=C(C=CC1)NC(=O)C1=CNC2=CC=CC=C12